C1(CCC1)C1=CN(C=2N=CN=C(C21)N)[C@@H](C)C=2N=NN(C2)C2=C(C=CC=C2)F 5-cyclobutyl-7-{(1S)-1-[1-(2-fluorophenyl)-1H-1,2,3-triazol-4-yl]ethyl}-7H-pyrrolo[2,3-d]pyrimidin-4-amine